OC1=C(C(=C(C(=C1C(C(=O)[O-])C)O)O)O)O.[Na+] sodium pentahydroxy-phenylpropionate